rac-(R)-3-(4-(4-(dimethoxymethyl)piperidin-1-yl)-2,3-difluorophenyl)piperidine-2,6-dione COC(C1CCN(CC1)C1=C(C(=C(C=C1)[C@@H]1C(NC(CC1)=O)=O)F)F)OC |r|